2-(4-fluoro-4-(((5-fluoro-6-(3-(4-(trifluoromethyl)phenyl)morpholino)pyrimidin-4-yl)amino)methyl)piperidin-1-yl)acetamide FC1(CCN(CC1)CC(=O)N)CNC1=NC=NC(=C1F)N1C(COCC1)C1=CC=C(C=C1)C(F)(F)F